(R)-2-(3-methylpiperidin-1-yl)-N-(2-sulfamoylpyridin-4-yl)-5-(trifluoromethyl)-nicotinamide C[C@H]1CN(CCC1)C1=C(C(=O)NC2=CC(=NC=C2)S(N)(=O)=O)C=C(C=N1)C(F)(F)F